(S)-3-(3-chloro-4-fluorophenyl)-1-cyclopropyl-1-((1-oxo-1,2-dihydro-isoquinolin-4-yl)methyl)urea ClC=1C=C(C=CC1F)NC(N(CC1=CNC(C2=CC=CC=C12)=O)C1CC1)=O